CC(=O)CCCCC methyl-n-amyl ketone